Isobutyl 2-((((4aS,6S,7R,7aS)-7-fluoro-6-(5-methyl-2,4-dioxo-3,4-dihydropyrimidin-1(2H)-yl)-2-oxidotetrahydro-4H-furo[3,2-d][1,3,2]dioxaphosphinin-2-yl)oxy)methyl)benzoate F[C@H]1[C@H](O[C@@H]2[C@@H]1OP(OC2)(=O)OCC2=C(C(=O)OCC(C)C)C=CC=C2)N2C(NC(C(=C2)C)=O)=O